OCCOCCOCCOCCOCCOCCOCCN(C/C=C/C(=O)OC)C methyl (E)-4-[2-[2-[2-[2-[2-[2-(2-hydroxyethoxy)ethoxy]ethoxy]ethoxy]ethoxy]ethoxy]ethyl-methyl-amino]but-2-enoate